NC=1C2=C(N=CN1)N(C(=C2C2=CC=C(C=C2)OC2=CC=CC=C2)C#CC2CN(C2)C2CCN(CC2)C(C=C)=O)C(C)C 1-(4-(3-((4-amino-7-isopropyl-5-(4-phenoxyphenyl)-7H-pyrrolo[2,3-d]pyrimidin-6-yl)ethynyl)azetidin-1-yl)piperidin-1-yl)prop-2-en-1-one